NC=1C2=C(N=CN1)N(C(=C2C(=O)NC2=CC=C(C=C2)COC)C#CC2(CCOCC2)O)C2(CC2)C 4-amino-6-((4-hydroxytetrahydro-2H-pyran-4-yl)ethynyl)-N-(4-(methoxymethyl)phenyl)-7-(1-methylcyclopropyl)-7H-pyrrolo[2,3-d]pyrimidine-5-carboxamide